CN1C(CC(C(C1)(C1=CC=C(C=C1)C(F)(F)F)C)=O)=O 1,5-dimethyl-5-(4-(trifluoromethyl)phenyl)piperidine-2,4-dione